(R)-1-decyne C#CCCCCCCCC